BrC=1C(=NN2C1C(CCC2)(F)F)N 3-bromo-4,4-difluoro-6,7-dihydro-5H-pyrazolo[1,5-a]pyridin-2-amine